1-(3,5-dichlorophenyl)-N-(2,3-dihydro-1H-inden-1-yl)-4-(dimethylamino)-1H-pyrrolo[2,3-b]pyridine-5-carboxamide ClC=1C=C(C=C(C1)Cl)N1C=CC=2C1=NC=C(C2N(C)C)C(=O)NC2CCC1=CC=CC=C21